amino-1,2,4-triazole hydrazine salt NN.NC1=NNC=N1